tert-butyl (2,5-dimethyl-1-oxo-1,2,4,5-tetrahydropyrido[4,3-e][1,2,4]triazolo[4,3-a]pyrazin-6-yl)carbamate CN1N=C2N(C3=C(N(C2)C)C(=CN=C3)NC(OC(C)(C)C)=O)C1=O